C(C1=CC=CC=C1)OC(=O)N[C@@H](CCC(N[C@@H]1OC([C@H]2OC(O[C@H]21)(C)C)C(N)=O)=O)C(=O)OC Methyl N2-((benzyloxy)carbonyl)-N5-((3aR,4R,6aS)-6-carbamoyl-2,2-dimethyltetrahydrofuro[3,4-d][1,3]dioxol-4-yl)-L-glutaminate